ClC=1C=C(C=NC1NC(=O)C1CC1)C#CC=1C=C(C(=O)NC2=CC(=C(C=C2)CN2CCN(CC2)CC)C(F)(F)F)C=CC1C 3-((5-chloro-6-(cyclopropanecarboxamido)pyridin-3-yl)ethynyl)-N-(4-((4-ethylpiperazin-1-yl)methyl)-3-(trifluoromethyl)phenyl)-4-methylbenzamide